Tert-butyl N-[2-[3-[3-(2,6-dioxo-3-piperidyl)-2-oxo-1,3-benzoxazol-7-yl] prop-2-ynoxy] ethyl]carbamate O=C1NC(CCC1N1C(OC2=C1C=CC=C2C#CCOCCNC(OC(C)(C)C)=O)=O)=O